BrC1=C(C(=CC=C1)I)NC(=O)C=1C(=NC(=NC1)NC1=CC(=C(C=C1)C1CCN(CC1)C(=O)OC(C)(C)C)C)OC tert-butyl 4-(4-((5-((2-bromo-6-iodophenyl)carbamoyl)-4-methoxypyrimidin-2-yl)amino)-2-methylphenyl)piperidine-1-carboxylate